OC(C(=O)OC(C(C)(C)C)CC)CCC 2,2,4-trimethyl-3-n-butyl hydroxypentanoate